O1CSC2=C1C=C(C=C2)C2=CC(=C(OCC1CCN(CC1)C1=NC=C(C=N1)C(C)C)C=C2)F 2-(4-((4-(benzo[d][1,3]oxathiolan-6-yl)-2-fluorophenoxy)methyl)piperidin-1-yl)-5-isopropylpyrimidine